Cl.Cl.N1=C(NC2=C1C=CC=C2)CN ((2-benzimidazolyl)methyl)amine dihydrochloride